methyl ethyl ether trifluoroethyl-carbonate FC(COC(O)=O)(F)F.C(C)OC